CC=1SC(=C(N1)C)B1OC(C)(C)C(C)(C)O1 2,4-dimethylthiazole-5-boronic acid pinacol ester